C(C)(C)(C)C1(C(C1)C1=NNC(C2=CC=C(C=C12)C=1C=NN(C1C1=C(C(=CC(=C1C#N)C1CC1)Cl)F)C)=O)NC(O)=O.C(=C)C1=C(C=CC=C1)C=C diVinyl-benzene (tert-butyl-2-(7-(5-(3-chloro-6-cyano-5-cyclopropyl-2-fluorophenyl)-1-methyl-1H-pyrazol-4-yl)-4-oxo-3,4-dihydro-phthalazin-1-yl)cyclopropyl)carbamate